C1=C(C=CC2=CC=CC=C12)C[C@H](N)C(=O)O β-(2-naphthyl)alanine